FC=1C=C(C=C(C1N1CCN(CC1)C(C)(C)C1CCN(CC1)C(CO)=O)F)NC1C(NC(CC1)=O)=O 3-((3,5-difluoro-4-(4-(2-(1-(2-hydroxyacetyl)piperidin-4-yl)propan-2-yl)piperazin-1-yl)phenyl)amino)piperidine-2,6-dione